((1-(2-(pyridin-4-yl)ethyl)-1H-benzo[d][1,2,3]triazole-5-yl)methylene)-1,4-dihydroisoquinolin-3(2H)-one N1=CC=C(C=C1)CCN1N=NC2=C1C=CC(=C2)C=C2NC(CC1=CC=CC=C21)=O